[O-]S(=O)(=O)C(F)(F)F.C(CCCCCC)[NH+]1C(=CC=C1)CC 1-Heptyl-2-ethylpyrrolium triflate